ClC1=C(C=C(C=C1)C=1NC(C=2N(C1)N=C(C2C(F)F)C(=O)OCC)=O)F ethyl 6-(4-chloro-3-fluorophenyl)-3-(difluoromethyl)-4-oxo-4,5-dihydropyrazolo-[1,5-a]pyrazine-2-carboxylate